2,2'-{[2,4,6-tri(thianthren-2-yl)-1,3-phenylene]bis(oxyethane-2,1-diyloxy[1,1'-binaphthalene]-2',2-diyloxy)}di(ethan-1-ol) C1=C(C=CC=2SC3=CC=CC=C3SC12)C1=C(C(=CC(=C1OCCOC1=C(C2=CC=CC=C2C=C1)C1=C(C=CC2=CC=CC=C12)OCCO)C1=CC=2SC3=CC=CC=C3SC2C=C1)C1=CC=2SC3=CC=CC=C3SC2C=C1)OCCOC1=C(C2=CC=CC=C2C=C1)C1=C(C=CC2=CC=CC=C12)OCCO